2-cyclohexyl-N-(2-isopropyl-1,3-benzooxazol-5-yl)acetamide C1(CCCCC1)CC(=O)NC=1C=CC2=C(N=C(O2)C(C)C)C1